BrC1=CC(=C(O[C@H](C(=O)NC#N)C)C=C1)C(C)(F)F (2S)-2-[4-bromo-2-(1,1-difluoroethyl)phenoxy]-N-cyanopropanamide